5-(phenylthio)thiazole-2-carboxylic acid ethyl ester C(C)OC(=O)C=1SC(=CN1)SC1=CC=CC=C1